2-[4-[[5-(1H-benzimidazol-2-yl)-1H-pyrazol-3-yl]carbamoyl]-2-chloro-phenoxy]acetic acid N1C(=NC2=C1C=CC=C2)C2=CC(=NN2)NC(=O)C2=CC(=C(OCC(=O)O)C=C2)Cl